COC(C1=C(C(=CC=C1)OCC1=CC=CC=C1)OC)=O 3-(benzyloxy)-2-methoxybenzoic acid methyl ester